(R)-N-(1-(2-hydroxy-2-methylpropyl)-3-(6-(1-hydroxybutyl)-4-methylpyridin-3-yl)-2-oxo-1,2-dihydro-1,6-naphthyridin-7-yl)cyclopropanecarboxamide OC(CN1C(C(=CC2=CN=C(C=C12)NC(=O)C1CC1)C=1C=NC(=CC1C)[C@@H](CCC)O)=O)(C)C